[F-].C[N+]1=CC=C(C=C1)CCCC 1-methyl-4-butylpyridinium fluoride salt